tert-butyl rac-(1S,2S,5R)-2-[rac-(1S)-1-hydroxyethyl]-3,8-diazabicyclo[3.2.1]octane-8-carboxylate O[C@@H](C)[C@@H]1[C@@H]2CC[C@H](CN1)N2C(=O)OC(C)(C)C |r|